OC(COCC(C)O)C bis(β-hydroxypropyl) ether